C(C)(=O)C1=NN(C2=CC=C(C=C12)C=1C=NC(=NC1)C)CC(=O)N1[C@H](C[C@H](C1)F)C1=NN=C(N1)C1=C(C(=CC=C1)Cl)F 2-(3-acetyl-5-(2-methylpyrimidin-5-yl)-1H-indazol-1-yl)-1-((2R,4R)-2-(5-(3-chloro-2-fluorophenyl)-4H-1,2,4-triazol-3-yl)-4-fluoropyrrolidin-1-yl)ethan-1-one